3-hydroxy-3-methyl-glutamyl-CoA OC([C@H](N)C(=O)SCCNC(CCNC([C@@H](C(COP(OP(OC[C@@H]1[C@H]([C@H]([C@@H](O1)N1C=NC=2C(N)=NC=NC12)O)OP(=O)(O)O)(=O)O)(=O)O)(C)C)O)=O)=O)(CC(=O)O)C